C(C1=CC=CC=C1)N1N=CC(=C1)C1=C(C(=NC=N1)N)C1=CC=C(C=C1)Cl 6-(1-Benzyl-1H-pyrazol-4-yl)-5-(p-chlorophenyl)-4-pyrimidinylamine